2-(4-methoxyphenyl)-2-methyl-4-hydroxy-5-amino-3(2H)-furanone COC1=CC=C(C=C1)C1(OC(=C(C1=O)O)N)C